N-[(Z)-(5-nitrofuran-2-yl)methylideneamino]-4-phenylbenzamide [N+](=O)([O-])C1=CC=C(O1)\C=N/NC(C1=CC=C(C=C1)C1=CC=CC=C1)=O